C(C)C=1C(=C2C=NNC2=C(C1F)C(C)C)C=1N=CC=2N(C1)C=C(N2)NC(=O)[C@H]2[C@H](C2)F (1S,2S)-N-(6-(5-ethyl-6-fluoro-7-isopropyl-1H-indazol-4-yl)imidazo[1,2-a]pyrazin-2-yl)-2-fluorocyclopropane-1-carboxamide